ClC=1C=C(C=CC1)N[C@@H](CC(C)C)C(=O)N1[C@@H]2CC([C@H]([C@H]1C(=O)N[C@H](\C=C(\C(=O)OCC)/F)C[C@@H]1C(NCC1)=O)CC2)(F)F ethyl (S,Z)-4-((1S,3S,4S)-2-((3-chlorophenyl)-L-leucyl)-5,5-difluoro-2-azabicyclo[2.2.2]octane-3-carboxamido)-2-fluoro-5-((R)-2-oxopyrrolidin-3-yl)pent-2-enoate